C(C)(C)(C)OC(C(=O)O)C 2-(tert-butoxy)propanoic acid